C1(CCCCCCCC1)=O Cyclononanon